BrC=1C=C(C=C(C1OC)[N+](=O)[O-])CCO 2-(3-Bromo-4-methoxy-5-nitrophenyl)ethan-1-ol